C(CCCCCCCCCCCCCCC)(=O)OCC(CCCCCCCC)CCCCCC 2-hexyldecyl palmitate